NC1=CC(=C(OC2=CC(=C(C=C2)O)C(F)(F)F)C(=C1)Cl)Cl 4-(4-Amino-2,6-dichlorophenoxy)-2-(trifluoromethyl)phenol